C(C)(C)(C)OC(CC=O)=O 3-oxo-propionic acid tert-butyl ester